[3-(2-hydroxypropan-2-yl)-5-(trifluoromethyl)phenyl]ethan-1-one OC(C)(C)C=1C=C(C=C(C1)C(F)(F)F)C(C)=O